(Z)-{1-amino-2-[4-amino-6-iodo-5-(4-phenoxyphenyl)-7H-pyrrolo[2,3-d]pyrimidin-7-yl]propylidene}amino 2-methoxyacetate COCC(=O)O\N=C(\C(C)N1C(=C(C2=C1N=CN=C2N)C2=CC=C(C=C2)OC2=CC=CC=C2)I)/N